1-aminopropyltributylphosphine tetrazolium salt [NH+]=1NN=NC1.NC(CC)C(CCC)P(CCCC)CCCC